COC(=O)C1=CC2=C(N(C(N2C)=O)COCC[Si](C)(C)C)C(=C1)Br.CNC1=CC=C(C=C1)F N-methyl-4-fluoroaniline methyl-7-bromo-3-methyl-2-oxo-1-((2-(trimethylsilyl)ethoxy)methyl)-2,3-dihydro-1H-benzo[d]imidazole-5-carboxylate